[Cl-].[K+].[Na+].[Cl-] sodium-potassium chloride salt